ClC1=CC(=CC2=C1N=C(S2)C=2C=CC=C1C(N(C=NC21)C)=O)OC 8-(4-chloro-6-methoxybenzo[d]thiazol-2-yl)-3-methyl-quinazolin-4(3H)-one